ClC1=C(C=C2C=C(N=CC2=C1)NC(=O)[C@H]1[C@@H](C1)C=1N(N=CC1)CC(C)C)N1CCN(CC1)[C@]1(COC[C@H]1O)C (1R,2R)-N-[7-chloro-6-[4-((3S,4S)-4-hydroxy-3-methyl-tetrahydrofuran-3-yl)piperazin-1-yl]-3-isoquinolyl]-2-(2-isobutylpyrazol-3-yl)cyclopropanecarboxamide